COC1=CC=C(C=C1)C=1C2=CC=CC=C2C=2C=CC=CC2C1S(=O)(=O)C1=CC=C(C)C=C1 9-(4-methoxyphenyl)-10-tosylphenanthrene